N-methyl-2-(4-(methylamino)-1H-pyrazol-1-yl)-N-(2-(p-tolyloxy)ethyl)acetamide CN(C(CN1N=CC(=C1)NC)=O)CCOC1=CC=C(C=C1)C